2,4,6-Tribromo-1,3,5-triaminobenzene BrC1=C(C(=C(C(=C1N)Br)N)Br)N